rel-(3S)-5-[6-methyl-5-[[4-methyl-6-(methylamino)pyrimidin-2-yl]amino]-2,3-dihydrobenzofuran-7-yl]-2,3,4,7-tetrahydro-1H-azepin-3-ol CC1=C(C2=C(CCO2)C=C1NC1=NC(=CC(=N1)C)NC)C=1C[C@@H](CNCC1)O |o1:22|